selenium-sulfide [Se]=S